ClC1=NC=CC(=C1)N1N=C(C=C1)OC1=CC(=C(C=C1C)NC(=N)N1CCCCC1)C N-{4-[[1-(2-chloropyridin-4-yl)-1H-pyrazol-3-yl]oxy]-2,5-dimethylphenyl}-1-(piperidin-1-yl)formamidine